FC=1C=C(CN2C(=NC3=C2C=CC=C3)C3CCN(CC3)C(=O)C3=C2C=CN(C2=CC=C3)CC3=CC(=CC=C3)F)C=CC1 (4-(1-(3-fluorobenzyl)-1H-benzo[d]imidazol-2-yl)piperidin-1-yl)(1-(3-fluorobenzyl)-1H-indol-4-yl)methanone